1-(5-(3-chlorophenyl)-7H-pyrrolo[2,3-d]pyrimidin-4-yl)piperidin-4-one ClC=1C=C(C=CC1)C1=CNC=2N=CN=C(C21)N2CCC(CC2)=O